ClC1=CC=C2C(=NN(C2=C1)CC(C(=O)OC(=C)C(F)(F)F)(C)C)C1=CC=CC=C1 3,3,3-Trifluoroprop-1-en-2-yl 3-(6-chloro-3-phenyl-1H-indazol-1-yl)-2,2-dimethylpropanoate